4-(4,6-bis(2,4-dimethylphenyl)-1,3,5-triazin-2-yl)-3-(octyloxy)phenol CC1=C(C=CC(=C1)C)C1=NC(=NC(=N1)C1=C(C=C(C=C1)C)C)C1=C(C=C(C=C1)O)OCCCCCCCC